4-((3-(4-(3-aminopropyl)piperazin-1-yl)propyl)thio)-1-oxoisoindolin NCCCN1CCN(CC1)CCCSC1=C2CNC(C2=CC=C1)=O